2-iodobenzothiazole IC=1SC2=C(N1)C=CC=C2